(S)-3-(1-(5-(2-oxa-6-azaspiro[3.3]heptan-6-yl)pyridin-3-yl)pyrrolidin-3-yl)-4-methyl-N-(3-(trifluoromethyl)phenyl)benzamide C1OCC12CN(C2)C=2C=C(C=NC2)N2C[C@@H](CC2)C=2C=C(C(=O)NC1=CC(=CC=C1)C(F)(F)F)C=CC2C